FC(C1=C(C=NN1C)NC1=NC2=CC(=CC=C2C=N1)N1C2CCC(C1=O)C2)F 2-(2-{[5-(difluoromethyl)-1-methyl-1H-pyrazol-4-yl]amino}quinazolin-7-yl)-2-azabicyclo[2.2.1]heptan-3-one